FC1=C(C(=O)O)C(=CC(=C1)N1[C@H](COCC1)C(F)(F)F)F (R)-2,6-difluoro-4-(3-(trifluoromethyl)morpholinyl)benzoic acid